C1(=CC=CC2=CC3=CC=CC=C3C=C12)S(=O)(=O)O.[Li] lithium anthracenesulfonic acid